C(OC1=CC=C2C=NN(C2=C1[N+](=O)[O-])C([2H])([2H])[2H])([2H])([2H])[2H] 6-(2H3)methoxy-1-(2H3)methyl-7-nitroindazole